CN(C(=O)[C@H]1N(S(CC1)(=O)=O)C1=NC(=CC(=C1)C(F)(F)F)C)C=1C=C(C=CC1)C (3S)-N-methyl-2-[6-methyl-4-(trifluoromethyl)-2-pyridyl]-N-(m-tolyl)-1,1-dioxo-1,2-thiazolidine-3-carboxamide